2-[(E)-2-(aminomethyl)-3-fluoro-allyl]-4-(6-[(E)-2-[4-(dimethylamino)phenyl]vinyl]-2-pyridyl)-1,2,4-triazol-3-one hydrochloride Cl.NC/C(/CN1N=CN(C1=O)C1=NC(=CC=C1)\C=C\C1=CC=C(C=C1)N(C)C)=C\F